FC(C1=CC=C(C=C1)N1C2=C(C3=CC(=CC=C13)C(=O)OCC)C=CN=C2)(F)F ethyl 9-[4-(trifluoromethyl)phenyl]-9H-pyrido[3,4-b]indole-6-carboxylate